azetidin-3-yloxy-tert-butyl-dimethyl-silane N1CC(C1)O[Si](C)(C)C(C)(C)C